C(=O)(O)C=1C=C(C=C(C1)C(=O)O)P(C)(C)=O 3,5-Dicarboxy-phenyl-dimethylphosphin oxid